COC1=CC2=C(C3=CN(N=C13)C)C=C(S2)C(CCC(=O)OCC)=O ethyl 4-(4-methoxy-2-methyl-2H-thieno[3,2-e]indazol-7-yl)-4-oxobutanoate